O.O.O.O.O.O.[Cl-].[Cl-].[Co+2] The molecule is a hydrate of cobalt chloride containing cobalt (in +2 oxidation state), chloride and water moieties in the ratio 1:2:6. It has a role as an allergen. It contains a cobalt dichloride.